NCCN1C(SC(C1=O)=CCCC1=CC=C(C=C1)OCCCC)=O 3-(2-amino-ethyl)-5-[3-(4-butoxy-phenyl)-propylidene]-thiazolidine-2,4-dione